ClC=1C=C2N=CC(N(C2=CC1)C)=O 6-chloro-1-methylquinoxaline-2(1H)-one